C1=C(C=CC2=CC=CC=C12)C1=NC(=NN1C1=CC=CC=C1)C(F)(F)F 5-(2-naphthyl)-1-phenyl-3-(trifluoromethyl)-1,2,4-triazole